FC=1C=NC(=NC1)C1CCC(CC1)CCN(C(OC(C)(C)C)=O)C1CCOCC1 tert-Butyl (2-(4-(5-fluoropyrimidin-2-yl)cyclohexyl)ethyl)(tetrahydro-2H-pyran-4-yl)carbamate